ethyl-4-Methoxybenzoic acid C(C)C1=C(C(=O)O)C=CC(=C1)OC